2-(2-oxopyrrolidin-1-yl)benzamide O=C1N(CCC1)C1=C(C(=O)N)C=CC=C1